N1N=NC(=C1)C1=C(C=CC=C1)SC1=C(C=CC=C1)C=1N=NNC1 Triazolylphenyl sulfide